(1-(2-phenoxyphenyl)cyclopropyl)benzamide O(C1=CC=CC=C1)C1=C(C=CC=C1)C1(CC1)C1=C(C(=O)N)C=CC=C1